CN1C(C=C(C=C1)N1N=CC=C1C1=NC(=C2N=C(N(C2=N1)C)C1=CC=NC=C1)N1CCOCC1)=O 1-methyl-4-(5-(9-methyl-6-morpholino-8-(pyridin-4-yl)-9H-purin-2-yl)-1H-pyrazol-1-yl)pyridin-2(1H)-one